CC1(CN2C(O1)=NC(=C2)[N+](=O)[O-])CN2CCNCC2 2-methyl-6-nitro-2-(piperazin-1-ylmethyl)-2,3-dihydroimidazo[2,1-b]oxazole